tert-Butyl (3-(4-(2,4-dioxotetrahydropyrimidin-1(2H)-yl)-3,5-difluorophenyl)prop-2-yn-1-yl)carbamate O=C1N(CCC(N1)=O)C1=C(C=C(C=C1F)C#CCNC(OC(C)(C)C)=O)F